OC1(C(C(N(C2=NC=CC=C12)CC=O)=O)C(=O)NC1CCC(CC1)(F)F)O 4-hydroxy-N-(4,4-difluorocyclohexyl)-4-hydroxy-2-oxo-1-(2-oxoethyl)-1,8-naphthyridine-3-carboxamide